1,2,3,4-tetrahydroquinoline-3-carboxylic acid ethyl ester C(C)OC(=O)C1CNC2=CC=CC=C2C1